ClC1=CC=C(C=N1)C1(CCNCC1)N 4-(6-chloropyridin-3-yl)piperidin-4-amine